C(C)(=O)C1=CC=2N(C3=CC=CC=C3SC2C=C1)C1=C(NC2=CC=CC=C12)C1=CC=CC=C1 2-acetyl-10-(2-phenylindol-3-yl)-10H-phenothiazine